6-(6-(4-(2-(2-((1r,3r,5r,7r)-adamantan-2-yl)acetamido)ethyl)piperazin-1-yl)pyridin-3-yl)-N-((4,6-dimethyl-2-oxo-1,2-dihydropyridin-3-yl)methyl)-1-isopropyl-1H-indazole-4-carboxamide C12C(C3CC(CC(C1)C3)C2)CC(=O)NCCN2CCN(CC2)C2=CC=C(C=N2)C=2C=C(C=3C=NN(C3C2)C(C)C)C(=O)NCC=2C(NC(=CC2C)C)=O